CN[C@@H]1C[C@H](NC1)C(=O)O (2s,4R)-4-(METHYLAMINO)PYRROLIDINE-2-CARBOXYLIC ACID